N-(2-ethoxyethyl)-2-isopropyl-2,3-dimethylbutanamide C(C)OCCNC(C(C(C)C)(C)C(C)C)=O